4-(4-Amino-2-(5-hydroxypentyl)-5-methoxyphenyl)piperazine-1-carboxylic acid tert-butyl ester C(C)(C)(C)OC(=O)N1CCN(CC1)C1=C(C=C(C(=C1)OC)N)CCCCCO